2-ethoxyacetyl chloride C(C)OCC(=O)Cl